benzyl 3-(tert-butoxycarbonylamino)-4-(1-methyl-7-methylsulfonyl-2-oxo-4H-pyrimido[4,5-d]pyrimidin-3-yl)piperidine-1-carboxylate C(C)(C)(C)OC(=O)NC1CN(CCC1N1C(N(C2=NC(=NC=C2C1)S(=O)(=O)C)C)=O)C(=O)OCC1=CC=CC=C1